N-((R)-2-aminobutanoyl)-N-benzyl-L-alanine methyl ester hydrochloride Cl.COC([C@@H](N(CC1=CC=CC=C1)C([C@@H](CC)N)=O)C)=O